N1C=C(C2=CC=CC=C12)CCCNS(=O)(=O)C1=CC=C(C=C1)OCCCCC N-(3-(1H-indol-3-yl)propyl)-4-(pentyloxy)benzenesulfonamide